(S)-2-hydroxymethyloxetane OC[C@H]1OCC1